CN1CCC(CC1)NC1=NC=CC(=N1)C(=O)NC=1C=NC=CC1C1=CC=CC=C1 2-((1-methylpiperidin-4-yl)amino)-N-(4-phenylpyridin-3-yl)pyrimidine-4-carboxamide